P(=O)(O)(O)OC[C@@H]1[C@H]([C@H]([C@@H](O1)N1C=NC=2C(=O)NC(N)=NC12)OP(=O)(OC)O)O methylphosphoguanosine phosphate